O[C@]1(C[C@H]2[C@@]([C@H]3CC[C@@]4([C@H](CCC[C@H]4[C@@H]3CC2)C(CCN2N=CC(=C2)C#N)=O)C)(CCC1)C)C 1-(3-((1S,4aS,4bR,6aS,8R,11aS,11bS,13aS)-8-hydroxy-8,11a,13a-trimethyloctadecahydro-1H-cyclohepta[a]phenanthren-1-yl)-3-oxopropyl)-1H-pyrazole-4-carbonitrile